NC1=C2C(=NC=N1)N(N=C2C2=CSC(=C2)CO)C(C)C=2OC1=CC=CC=C1C(C2C2=CC(=CC=C2)F)=O 2-(1-(4-amino-3-(5-(hydroxymethyl)thiophen-3-yl)-1H-pyrazolo[3,4-d]pyrimidin-1-yl)ethyl)-3-(3-fluorophenyl)-4H-chromen-4-one